FC=1C(=NC=C(C1)N1CCOCC1)C=1N(C2=CC=CC=C2C1)C(=O)OC(C)(C)C tert-Butyl 2-(3-fluoro-5-morpholinopyridin-2-yl)-1H-indole-1-carboxylate